O.CC1=CC=C(C=C1)S(=O)(=O)O 4-methylbenzenesulfonic acid monohydrate